N1C=2N(CC1)CCN2 2,3,5,6-tetrahydro-1H-imidazolo[1,2-a]imidazole